1-N'-(4-fluorophenyl)-1-N-[4-[6-(methylcarbamoyl)-7-(1-methylpyrazol-4-yl)quinolin-4-yl]oxyphenyl]cyclopropane-1,1-dicarboxamide FC1=CC=C(C=C1)NC(=O)C1(CC1)C(=O)NC1=CC=C(C=C1)OC1=CC=NC2=CC(=C(C=C12)C(NC)=O)C=1C=NN(C1)C